OC1=C(C(N(C1=O)CCN1CCOCC1)C1=CC=CC=C1)C(=O)C1=CC=C(C=C1)S(=O)(=O)N(C)C 4-({4-hydroxy-1-[2-(4-morpholinyl)ethyl]-5-oxo-2-phenyl-2,5-dihydro-1H-pyrrol-3-yl}carbonyl)-N,N-dimethyl-benzenesulfonamide